ClC=1C=C2C(C(NC2=CC1)=O)=NN=C1SCC(N1C1=CC(=CC=C1)C(C)C)=O 5-chloro-3-(2-(3-(3-isopropylphenyl)-4-oxothiazolidin-2-ylidene)hydrazono)-1H-indol-2-one